[N+](=[N-])=C(C(CCC1=CC=CC=C1)=O)S(=O)(=O)C 1-Diazo-1-methylsulfonyl-4-phenyl-2-butanon